C1(=CC=CC=C1)C1(N(CCCC1)CCCCO)C1=CC=CC=C1 Diphenylpiperidinebutanol